Dimethylarsinic acid (Cacodylate) [As](O)(=O)(C)C.C[As](O)(=O)C